O[C@@H](CCONC([O-])=O)C1=CC(=CC=C1)C(F)(F)F (S)-(3-hydroxy-3-(3-(trifluoromethyl)phenyl)propoxy)carbamate